(4-Biphenylyl)pyrimidine C1(=CC=C(C=C1)C1=NC=CC=N1)C1=CC=CC=C1